ethyl-1-[(2r,3r)-2-(2,5-difluorophenyl)-2-hydroxy-3-[4-(4-cyanophenyl)thiazol-2-yl]butyl]-1H-[1,2,4]triazol-4-ium sulphate S(=O)(=O)([O-])[O-].C(C)C1=NN(C=[NH+]1)C[C@]([C@@H](C)C=1SC=C(N1)C1=CC=C(C=C1)C#N)(O)C1=C(C=CC(=C1)F)F.C(C)C1=NN(C=[NH+]1)C[C@@]([C@@H](C)C=1SC=C(N1)C1=CC=C(C=C1)C#N)(C1=C(C=CC(=C1)F)F)O